NC=1C(=NC(=CN1)C=1C=NN(C1)C1CCNCC1)C=1C=CC(N(N1)C1=CC(=CC(=C1)OC)OC)=O 6-(3-amino-6-(1-(piperidin-4-yl)-1H-pyrazol-4-yl)pyrazin-2-yl)-2-(3,5-dimethoxyphenyl)pyridazin-3(2H)-one